4-(1-isopropyl-4-(trifluoromethyl)-1H-imidazol-2-yl)benzamide C(C)(C)N1C(=NC(=C1)C(F)(F)F)C1=CC=C(C(=O)N)C=C1